5-((3,5-difluoropyridin-2-yl)(2,2-dimethylmorpholino)methyl)-2-methylbenzo[d]thiazol-4-ol FC=1C(=NC=C(C1)F)C(C1=CC=C2C(N=C(S2)C)=C1O)N1CC(OCC1)(C)C